FC1([C@@H]2OC[C@@H](O[C@H]12)COC1=CC=C(C=C1)C=1C=C(C(NC1C(F)(F)F)=O)C(=O)N)F 5-(4-(((1s,3r,6r)-7,7-difluoro-2,5-dioxabicyclo[4.1.0]hept-3-yl)methoxy)phenyl)-2-oxo-6-(trifluoromethyl)-1,2-dihydropyridine-3-carboxamide